N-((2-(2,6-dioxopiperidin-3-yl)-1-oxoisoindolin-5-yl)methyl)-2-(4-(4-(4-(quinoxalin-2-yl)-1H-pyrazol-1-yl)piperidin-1-yl)cyclohexyl)acetamide O=C1NC(CCC1N1C(C2=CC=C(C=C2C1)CNC(CC1CCC(CC1)N1CCC(CC1)N1N=CC(=C1)C1=NC2=CC=CC=C2N=C1)=O)=O)=O